1-[2-fluoro-5-(trifluoromethoxy)phenyl]-3,3-dimethyl-N-(4-methyl-1,1-dioxo-thian-4-yl)-2-oxo-indoline-5-carboxamide FC1=C(C=C(C=C1)OC(F)(F)F)N1C(C(C2=CC(=CC=C12)C(=O)NC1(CCS(CC1)(=O)=O)C)(C)C)=O